(S)-1-(4-(3-aminopropoxy)-2,6-difluorobenzyl)-3,4-dimethyl-2-oxo-N-(2,4,6-trifluorobenzyl)-1,2,3,4-tetrahydroquinazoline-7-carboxamide NCCCOC1=CC(=C(CN2C(N([C@H](C3=CC=C(C=C23)C(=O)NCC2=C(C=C(C=C2F)F)F)C)C)=O)C(=C1)F)F